C(C1=CN=CC=C1)(=O)NCCNC(=O)C1=NC(=NO1)C1=CC=C(C=C1)C N-(2-(nicotinamido)ethyl)-3-(p-tolyl)-1,2,4-oxadiazole-5-carboxamide